2-methylcyclohexyl-potassium trifluoroborate salt B(F)(F)F.CC1C(CCCC1)[K]